CSC1=CC=CC(=N1)C1=NC(=NC(=N1)N[C@@H](C(F)(F)F)C)N[C@@H](C(F)(F)F)C 6-(6-(methylthio)pyridin-2-yl)-N2,N4-bis((R)-1,1,1-trifluoropropan-2-yl)-1,3,5-triazine-2,4-diamine